4,4'-vinylidenebis[N,N-bis(trimethylsilyl)aniline] C(=C)(C1=CC=C(N([Si](C)(C)C)[Si](C)(C)C)C=C1)C1=CC=C(N([Si](C)(C)C)[Si](C)(C)C)C=C1